C(C)(C)(C)OC(CN1N=CC(=C1)[N+](=O)[O-])=O 2-(4-Nitro-1H-pyrazol-1-yl)acetic acid tert-butyl ester